CN1N=C(C(=C1C(=O)N)C(F)(F)F)C(C(F)(F)F)(F)F 1-methyl-3-(pentafluoroethyl)-4-(trifluoromethyl)-1H-pyrazol-5-carboxamid